ClC=1C=C(C=NC1N1N=CC=N1)NC(=O)NC=1C=NC=2N(C1[C@H]([C@H](C)OC)OC)N=C(C2)Cl 1-(5-chloro-6-(2H-1,2,3-triazol-2-yl)pyridin-3-yl)-3-(2-chloro-7-((1r,2s)-1,2-dimethoxypropyl)pyrazolo[1,5-a]pyrimidin-6-yl)urea